CC(CCCCCCCCCC(=O)O)\C=C\CCCCC (E)-11-methyloctadeca-12-enoic acid